FC1([C@@H](C[C@H]2C[C@@H]([C@H]3[C@@H]4CC[C@H]([C@@H](CCC(=O)OS(=O)(=O)CCO)C)[C@]4(CC[C@@H]3[C@]2(C1)C)C)O)O)F O-(2,2-difluoro-3β,7β-dihydroxy-5β-cholan-24-oyl)-2-hydroxyethyl-sulfonic acid